6-acetylhex-5-enal C(C)(=O)C=CCCCC=O